S(=O)(=O)(O)CCCNC1=CC=CC=C1 N-(3-sulfopropyl)aniline